rac-2-((1R,3R,4S)-4-hydroxy-3-methylcyclohexyl)-N-(imidazo[1,2-b]pyridazin-3-yl)-6-methoxy-2H-indazole-5-carboxamide O[C@@H]1[C@@H](C[C@@H](CC1)N1N=C2C=C(C(=CC2=C1)C(=O)NC1=CN=C2N1N=CC=C2)OC)C |r|